C(C)(=O)NC=1SC(=CN1)S(=O)(=O)Cl 2-Acetylamino-thiazole-5-sulfonyl chloride